NC([C@H](CCC(=O)OC(C)(C)C)N1C(C2=CC=CC(=C2C1)OCC1=CC=C(C=C1)CN1C(COCC1)CNCCOC)=O)=O tert-butyl (4S)-5-amino-4-[4-[[4-[[3-[(2-methoxyethylamino)methyl]morpholin-4-yl]methyl]phenyl]methoxy]-1-oxo-isoindolin-2-yl]-5-oxo-pentanoate